FC(C1CCO1)(F)F 4-trifluoromethyl-oxetane